O=C1NC(CCC1C1=CC(=C(C=C1F)C1CCN(CC1)CC(=O)O)F)=O (4-(4-(2,6-dioxopiperidin-3-yl)-2,5-difluorophenyl)piperidin-1-yl)acetic acid